N,N-diethylaminohexylamine C(C)NN(NCC)CCCCCC